N-undecenyl-diethanolamine C(=CCCCCCCCCC)N(CCO)CCO